methyl 3-aminobicyclo[1.1.1]-pentane-1-carboxylate NC12CC(C1)(C2)C(=O)OC